BrC=1C(=CC(=C2C=CNC12)F)F 7-bromo-4,6-difluoro-1H-indole